C(C=C(C)C)NC=1C=2N=CN([C@H]3[C@H](O)[C@H](O)[C@@H](CO)O3)C2N=CN1 N6-(2-isopentenyl)-adenosine